tert-butyl (1-(1-(4-(4-(2,6-difluorobenzyl)-5-oxo-4,5-dihydro-1H-1,2,4-triazol-1-yl)benzyl)-5-methyl-1H-pyrazol-3-yl)-3-methylazetidin-3-yl)carbamate FC1=C(CN2C=NN(C2=O)C2=CC=C(CN3N=C(C=C3C)N3CC(C3)(C)NC(OC(C)(C)C)=O)C=C2)C(=CC=C1)F